azido-acrolein N(=[N+]=[N-])C(=O)C=C